C(=O)NC1=CC=C(C=C1)F formyl-p-fluoroaniline